FC1=CC=C(C=C1)N1C(=NC2=C1C=NC=C2)C=2C=NC(=NC2)N2CC(NCC2)=O 4-{5-[3-(4-Fluorophenyl)-3H-imidazo[4,5-c]pyridin-2-yl]pyrimidin-2-yl}piperazin-2-one